8-[1-(cyclopropylmethyl)indol-4-yl]-7-fluoro-1,4,4,9-tetramethyl-5H-imidazo[1,2-a]quinoxaline C1(CC1)CN1C=CC2=C(C=CC=C12)C1=C(C=C2NC(C=3N(C2=C1C)C(=CN3)C)(C)C)F